acryloyloxy-2-methylpropionate C(C=C)(=O)OC(C(=O)[O-])(C)C